N-(4-(3-amino-5-(3,5-dimethylisoxazol-4-yl)phenoxy)-3,5-dimethylphenyl)-2-(dimethylamino)acetamide NC=1C=C(OC2=C(C=C(C=C2C)NC(CN(C)C)=O)C)C=C(C1)C=1C(=NOC1C)C